O=C1NC(CCC1N1CC2=CC=C(C=C2C1=O)N1CCNCC1)=O 4-(2-(2,6-dioxopiperidin-3-yl)-3-oxoisoindolin-5-yl)piperazin